C1(CCC1)NC(=O)C1=CC=2N=C(N=C(C2N1)N1CCOCC1)N/N=C/C=1C=C(C=CC1)C N-cyclobutyl-4-morpholino-2-[(2E)-2-(m-tolylmethylene)hydrazino]-5H-pyrrolo[3,2-d]pyrimidine-6-carboxamide